6-[2-(4-benzo[d]isoxazol-3-yl-piperidin-1-yl)-ethyl]-2-cyclopropyl-6H-imidazo[1,2-c]pyrimidin-5-one O1N=C(C2=C1C=CC=C2)C2CCN(CC2)CCN2C(N1C(C=C2)=NC(=C1)C1CC1)=O